C(C=C)OC1=C(C=C(C(=O)OC)C=C1)S(NC1=C(C=CC(=C1)C#N)N1C(CCCC1)CC=C)(=O)=O methyl 4-(allyloxy)-3-(N-(2-(2-allylpiperidin-1-yl)-5-cyanophenyl)sulfamoyl)benzoate